C1=CC=CC=2N=C3C(C=CC=C3C(C12)=O)=O acridine-5,9-dione